SC1=CC=C2C=CC=C(C2=C1)NC(C=C)=O N-(7-mercaptonaphthyl)acrylamide